O=S.[Pr] praseodymium oxysulfide